1-(2-chlorophenyl)-2-((2,6-dimethylphenyl)amino)ethanol ClC1=C(C=CC=C1)C(CNC1=C(C=CC=C1C)C)O